ClC=1C=NC=CC1CN1C(=NC=2N(C(N(C(C12)=O)CCCO)=O)C)OC1=CC(=CC=C1)OC(F)(F)F 7-((3-chloropyridin-4-yl)methyl)-1-(3-hydroxypropyl)-3-methyl-8-(3-(trifluoromethoxy)phenoxy)-1H-purine-2,6(3H,7H)-dione